Methyl (S)-3-(4-(benzyloxy)phenyl)-2-(2-(1-(3-(4-chlorophenyl)propanoyl)piperidin-4-yl)acetamido)propanoate C(C1=CC=CC=C1)OC1=CC=C(C=C1)C[C@@H](C(=O)OC)NC(CC1CCN(CC1)C(CCC1=CC=C(C=C1)Cl)=O)=O